[N]1N=NC=C1 λ2,2,3-triazole